5-bromo-3',7'-bis(diethylamino)-N-(2-(2,5-dioxo-2,5-dihydro-1H-pyrrol-1-yl)ethyl)-3-oxo-3H-dispiro[isobenzofuran-1,10'-dibenzo[b,e]siline-5',1''-silinane]-6-carboxamide BrC=1C=C2C(OC3(C4=C(C=C(C=C4)N(CC)CC)[Si]4(CCCCC4)C4=C3C=CC(=C4)N(CC)CC)C2=CC1C(=O)NCCN1C(C=CC1=O)=O)=O